Tert-butyl (3-((2-(cyclopropanecarboxamido)thiazolo[5,4-b]pyridin-5-yl)oxy)-4-methyl phenyl)carbamate C1(CC1)C(=O)NC=1SC2=NC(=CC=C2N1)OC=1C=C(C=CC1C)NC(OC(C)(C)C)=O